C(C)(C)(C)OP(OC(C)(C)C)([O-])=S di-t-butylphosphorothioate